NC1=C(C=C(C2=CC=CC=C12)S(=O)(=O)O)N=NC=1C=NC(=CC1)C1=C(C(=CC(=C1)C)C=O)OCCCC 4-amino-3-[6-(3-formyl-2-butoxy-5-methylphenyl)pyridine-3-ylazo]naphthalene-1-sulfonic acid